C(CS)(=O)OCC#C Propargyl thioglycolate